(1R,2S)-1-[4-[4-(dimethoxymethyl)-1-piperidyl]phenyl]-2-(1-methylpyrazol-3-yl)tetralin-6-ol COC(C1CCN(CC1)C1=CC=C(C=C1)[C@H]1[C@H](CCC2=CC(=CC=C12)O)C1=NN(C=C1)C)OC